2-methyl-5-(3-((1-phenethyl-1H-pyrazol-4-yl)carbamoyl)phenyl)-nicotinic acid CC1=C(C(=O)O)C=C(C=N1)C1=CC(=CC=C1)C(NC=1C=NN(C1)CCC1=CC=CC=C1)=O